7-methoxy-4-oxo-3,4-dihydrophthalazin-1-yl trifluoromethanesulfonate FC(S(=O)(=O)OC1=NNC(C2=CC=C(C=C12)OC)=O)(F)F